L-β-homoarginine N[C@@H](CCCNC(N)=N)CC(=O)O